6-Imino-N,N-dimethyl-2,3,4,6-tetrahydrobenzo[e]pyrimido[1,2-c][1,3]thiazin-9-amine N=C1SC2=C(C=3N1CCCN3)C=CC(=C2)N(C)C